C1(CC1)SC1=CC(=C(C=C1OC)CCN)OC 2-(4-cyclopropylsulfanyl-2,5-dimethoxyphenyl)ethanamine